2-Methyl 3-(1-(cyclohexylmethyl)-5-methyl-1H-pyrazol-4-yl)-6-((3-(3,6-dichloro-5-methylpyridazin-4-yl) propyl) amino)picolinate C1(CCCCC1)CN1N=CC(=C1C)C=1C(=NC(=CC1)NCCCC1=C(N=NC(=C1C)Cl)Cl)C(=O)OC